Triaconta-19,22-dienoic acid C(CCCCCCCCCCCCCCCCCC=CCC=CCCCCCCC)(=O)O